C[C@H](CCCC(C)C)CCCOS(=O)(=O)O The molecule is an alkyl sulfate that is the sulfuric ester of (4R)-4,8-dimethylnonan-1-ol. It has a role as a Daphnia pulex metabolite and a kairomone. It is a conjugate acid of a (4R)-4,8-dimethylnonyl sulfate.